O=C(OCC1=CC=CC=C1)NCCOCCC(NCCOCC(NCCOCCC(=O)OC(C)(C)C)=O)=O tert-Butyl 3,10,16-trioxo-1-phenyl-2,7,14,20-tetraoxa-4,11,17-triazatricosan-23-oate